C(CCCCCCCCCCCCCCCCCCCCCCCCCCCCC)(=O)OCCCCCCCCCCCCC tridecyl triacontanoate